tert-butyl (S)-(2-(6-(2-chloro-3-(2,3-dichloropyridin-4-yl)phenyl)-3-oxo-1,3-dihydro-2H-pyrrolo[3,4-c]pyridin-2-yl)ethyl)((5-oxopyrrolidin-2-yl)methyl)carbamate ClC1=C(C=CC=C1C1=C(C(=NC=C1)Cl)Cl)C1=CC2=C(C=N1)C(N(C2)CCN(C(OC(C)(C)C)=O)C[C@H]2NC(CC2)=O)=O